2-[4-(4-chlorophenyl)-5-(pyridin-4-yl)-1H-imidazol-1-yl]-1-{1-methyl-1,6-diazaspiro[3.4]octan-6-yl}ethan ClC1=CC=C(C=C1)C=1N=CN(C1C1=CC=NC=C1)CCN1CC2(CCN2C)CC1